2,5-Dioxopyrrolidine-1-yl 8-(((1R,3S)-3-(3,4-dichlorophenyl)-2,3-dihydro-1H-indene-1-yl) (methyl) amino)-8-oxooctanoate ClC=1C=C(C=CC1Cl)[C@@H]1C[C@H](C2=CC=CC=C12)N(C(CCCCCCC(=O)ON1C(CCC1=O)=O)=O)C